1-propyl-3-methylimidazole bis(trifluoromethanesulfonyl)amine salt FC(S(=O)(=O)NS(=O)(=O)C(F)(F)F)(F)F.C(CC)N1CN(C=C1)C